tert-butyl 4-((4-(6-cyclobutoxyhexyl)phenyl)carbamoyl)piperazine-1-carboxylate C1(CCC1)OCCCCCCC1=CC=C(C=C1)NC(=O)N1CCN(CC1)C(=O)OC(C)(C)C